CN(C(=O)C1CC1)CCN1N=CC(=C1)B1OC(C(O1)(C)C)(C)C N-methyl-N-(2-(4-(4,4,5,5-tetramethyl-1,3,2-dioxaborolan-2-yl)-1H-pyrazol-1-yl)ethyl)cyclopropanecarboxamide